methyl 3-chloro-5-(difluoromethyl)-4,6-dimethylpicolinate ClC=1C(=NC(=C(C1C)C(F)F)C)C(=O)OC